NC[C@H](CO)O |r| (+/-)-3-aminopropane-1,2-diol